2-methoxy-7-methyl-5,6,7,8,9,10-hexahydropyrido[3',2':4,5]pyrrolo[2,3-d]azepine COC=1C=CC2=C(NC=3CCN(CCC32)C)N1